OXADIAZOLOPYRIDINE N1=NOC2=C1C=CC=N2